1-hydroxy-anthraquinone OC1=CC=CC=2C(C3=CC=CC=C3C(C12)=O)=O